C(C)(C)(C)OC(=O)N1[C@@H](C[C@H](C1)F)C(C(C(=O)OCC)N1N=C2C(=C(C=C(C2=C1)Cl)Br)CC)=O |r| racemic-(2S,4R)-2-(2-(6-bromo-4-chloro-7-ethyl-2H-indazol-2-yl)-3-ethoxy-3-oxopropanoyl)-4-fluoropyrrolidine-1-carboxylic acid tert-butyl ester